FS(CC(C1=CC=CC=C1)(C1=CC=CC=C1)OCCC#CC)(F)(F)(F)F Pentafluoro-(2-(pent-3-yn-1-yloxy)-2,2-diphenylethyl)-λ6-sulfan